N1=C(C=CC=C1C=O)C1=NC(=CC=C1)C=O bipyridine-6,6'-dicarboxaldehyde